4-[3-[2,6-Dichloro-4-[7-(2-methoxyethyl)-2,7-diazaspiro[3.4]oct-2-yl]benzoyl]-2,4-dihydro-1,3-benzoxazin-8-yl]-5-fluoro-2-(3-oxa-8-azabicyclo[3.2.1]oct-8-yl)benzoic acid ClC1=C(C(=O)N2COC3=C(C2)C=CC=C3C3=CC(=C(C(=O)O)C=C3F)N3C2COCC3CC2)C(=CC(=C1)N1CC2(C1)CCN(C2)CCOC)Cl